FC=1C=CC=2N(C1)N=CC2C(=O)NC2=C(C=C(C(=C2)C2=NN=C(N2)C2OCCC2)F)C 6-Fluoro-N-[4-fluoro-2-methyl-5-[5-(oxolan-2-yl)-4H-1,2,4-triazol-3-yl]phenyl]pyrazolo[1,5-a]pyridine-3-carboxamide